hexavinyl-hexamethylcyclohexasiloxane tert-butyl-(1-ethynylcyclopropyl)carbamate C(C)(C)(C)N(C(O)=O)C1(CC1)C#C.C(=C)[Si]1(O[Si](O[Si](O[Si](O[Si](O[Si](O1)(C)C=C)(C)C=C)(C)C=C)(C)C=C)(C)C=C)C